C(#N)C=1C=C(C=CC1)C1=NN2C(N=C(C=C2)C(=O)N[C@H]2CN(C[C@H]2O)C)=C1C1=CC(=NC(=C1)C)C 2-(3-cyanophenyl)-3-(2,6-dimethyl-4-pyridyl)-N-[(3S,4R)-4-hydroxy-1-methyl-pyrrolidin-3-yl]pyrazolo[1,5-a]pyrimidine-5-carboxamide